OCCNCC(=O)NC1=CC(=CC=C1)OC(F)(F)F 2-((2-Hydroxyethyl)amino)-N-(3-(trifluoromethoxy)phenyl)acetamide